4-(2-phenyl-3H-imidazo[4,5-b]pyridin-7-yl)-1H-pyrazole-1-carboxylic acid tert-butyl ester C(C)(C)(C)OC(=O)N1N=CC(=C1)C1=C2C(=NC=C1)NC(=N2)C2=CC=CC=C2